N-[2-(4-propoxyphenyl)propan-2-yl]acetamide 2-(4-isopropylphenyl)-2,3,4,5a,6,7,8,9-octahydro-5H-10-oxa-1,2,5,7-tetraazacycloocta[cJ]indene-5-carboxylate C(C)(C)C1=CC=C(C=C1)N1N=C2C=3C(N(CCC13)C(=O)O)CNCCO2.C(CC)OC2=CC=C(C=C2)C(C)(C)NC(C)=O